NC=1C=C(C=CC1OC(C)C)C(C(=O)N1CCOCC1)=O 1-(3-amino-4-isopropoxyphenyl)-2-morpholinoethane-1,2-dione